C(C)(C)C1=C(C=CC(=C1)Cl)Cl 2-isoPropyl-1,4-Di-chlorobenzol